Cl.CN(C)CCCl dimethylamino-ethylchloride hydrochloride